CON(C(=O)C1=NC(=NC(=C1)C)OC)C 2-methoxy-6-methyl-pyrimidine-4-carboxylic acid methoxy-methyl-amide